tert-Butyl N-[(1S)-2-allyloxy-1-methyl-ethyl]carbamate C(C=C)OC[C@H](C)NC(OC(C)(C)C)=O